NC1=CC=C(C(=N1)COCC=1C=C(C(=C(C1)NC1=CC(=NC=C1C(=O)NC([2H])([2H])[2H])Cl)OC)C1=NC=C(C=N1)F)F 4-((5-(((6-Amino-3-fluoropyridin-2-yl)methoxy)methyl)-3-(5-fluoropyrimidin-2-yl)-2-methoxyphenyl)amino)-6-chloro-N-(methyl-d3)nicotinamide